C(C)(C)(C)C1=C(C(=C2CC(C(C2=C1)=O)C)C1=CC(=CC(=C1)C(C)C)C(C)C)OC 6-tert-butyl-4-(3,5-diisopropylphenyl)-5-methoxy-2-methylindan-1-one